methyl 6-(trifluoromethyl)pyrrolo[2,3-b]pyridine-1-carboxylate FC(C1=CC=C2C(=N1)N(C=C2)C(=O)OC)(F)F